5-(bromomethyl)-2-((5-(trifluoromethyl)pyridin-2-yl)oxy)benzonitrile BrCC=1C=CC(=C(C#N)C1)OC1=NC=C(C=C1)C(F)(F)F